5-(2-aminopyridin-4-yl)-N-(3-((3R,5S)-3,5-dimethylpiperazin-1-yl)-2-fluorobenzyl)-7H-pyrrolo[2,3-d]pyrimidin-4-amine NC1=NC=CC(=C1)C1=CNC=2N=CN=C(C21)NCC2=C(C(=CC=C2)N2C[C@H](N[C@H](C2)C)C)F